2-methylbiphenyl lithium [Li].CC1=C(C=CC=C1)C1=CC=CC=C1